sodium dodecyl-amide C(CCCCCCCCCCC)[NH-].[Na+]